ClC1=CC(=C(C=C1Cl)C(C)(C)NS(=O)C(C)(C)C)F N-(2-(4,5-dichloro-2-fluorophenyl)propan-2-yl)-2-methylpropane-2-sulfinamide